CC1=C(N=NC(=C1C)N1CC=2C=C(C=NC2CC1)C1=C(C=NC=C1)C)C#N 4,5-dimethyl-6-[3-(3-methyl-4-pyridyl)-7,8-dihydro-5H-1,6-naphthyridin-6-yl]pyridazine-3-carbonitrile